2-((2-(1H-imidazol-4-yl)-6,7-dihydro-5H-cyclopenta[d]pyrimidin-4-yl)(methyl)amino)-N-(1-((tert-butyldimethylsilyl)oxy)-2-methylpropan-2-yl)acetamide N1C=NC(=C1)C=1N=C(C2=C(N1)CCC2)N(CC(=O)NC(CO[Si](C)(C)C(C)(C)C)(C)C)C